N-(6-chloro-2-((1r,4r)-4-(hydroxymethyl)cyclohexyl)-2H-indazol-5-yl)-6-(trifluoromethyl)picolinamide ClC=1C(=CC2=CN(N=C2C1)C1CCC(CC1)CO)NC(C1=NC(=CC=C1)C(F)(F)F)=O